5-amino-1,2,3-triazole NC1=CN=NN1